FC1(CCN(CC1)C=1C2=C(N=C(N1)NCC1=CC=C(C=C1)OC)CCC2)F 4-(4,4-difluoropiperidin-1-yl)-N-(4-methoxybenzyl)-6,7-dihydro-5H-cyclopenta[d]pyrimidine-2-amine